C1(CC1)N1CC2=CC=CC(=C2C1)C=1N=C(N(C1)C(C)C)S(=O)(=O)N (2-Cyclopropylisoindolin-4-yl)-1-isopropyl-1H-imidazole-2-sulfonamide